C1(=CC=CC=C1)C=1C=NC=C(C=O)C1 5-phenyl-nicotinaldehyde